BrC=1C=C(C=CC1F)N1C(=NOC1=O)C1=NON=C1NN 4-(3-bromo-4-fluorophenyl)-3-(4-hydrazino-1,2,5-oxadiazol-3-yl)-1,2,4-oxadiazol-5(4H)-one